C(CCC)N1C(N(C(C(C1=O)=C(N)N)=O)C1=CC=C(C=C1)CN1C(N(C(C1(C)C)=O)C)=O)=O 1-Butyl-5-(diaminomethylene)-3-(4-((3,5,5-trimethyl-2,4-dioxoimidazolidin-1-yl)methyl)phenyl)pyrimidine-2,4,6(1H,3H,5H)-trione